FC1([C@@H](CN(CC1)[C@H](C(=O)NC=1N=CN(C1)CC1=CC(=CC(=C1)F)F)C)C1=CN(C(C=C1)=O)C)F (2S)-2-[(3R)-4,4-difluoro-3-(1-methyl-6-oxopyridin-3-yl)piperidin-1-yl]-N-{1-[(3,5-difluorophenyl)methyl]imidazol-4-yl}propanamide